2-chloro-6-[(E)-2-(4-chloro-2-fluoro-phenyl)vinyl]Pyridine ClC1=NC(=CC=C1)\C=C\C1=C(C=C(C=C1)Cl)F